FC1=C(C=C2CCC(C2=C1)OP(=O)(NCCBr)NCCBr)[N+](=O)[O-] Bis((2-bromoethyl)amino)phosphinic acid 6-fluoro-5-nitro-2,3-dihydro-1H-inden-1-yl ester